NC1CCC(CC1)NC1=NC=2N(C(=N1)NCC1=CC=C(C=C1)C1=NC=CC=C1)N=CC2C(C)C N2-((1r,4r)-4-aminocyclohexyl)-8-isopropyl-N4-(4-(pyridin-2-yl)benzyl)pyrazolo[1,5-a][1,3,5]triazine-2,4-diamine